C(C)(C)(C)OC(=O)N[C@H](COC=1C(=C(C=C(C1)C)CCCC(=O)O)Cl)CCC(N)=O 4-[3-[(2S)-2-[(tert-butoxycarbonyl)amino]-4-carbamoylbutoxy]-2-chloro-5-methylphenyl]butanoic acid